N-(3-bromo-2-chlorophenyl)propane-1-sulfonamide BrC=1C(=C(C=CC1)NS(=O)(=O)CCC)Cl